C(C)(C)C1=CC=C(C=C1)C1[C@@H]2CN(C[C@H]12)C(=O)C1CC2(C1)NC(CC2)=O 2-((1R,5S,6S)-6-(4-isopropylphenyl)-3-azabicyclo[3.1.0]hexane-3-carbonyl)-5-azaspiro[3.4]octan-6-one